2-chloro-1,6-naphthyridine-7-carbaldehyde ClC1=NC2=CC(=NC=C2C=C1)C=O